CC1=C(C(=O)N)C=C(C=C1)N1CCN(CC1)C 2-methyl-5-(4-methylpiperazin-1-yl)benzamide